NCCN(C(=O)[C@@H]1C[C@@H](CN1)SC1=C(N2C([C@@H]([C@H]2[C@H]1C)[C@@H](C)NS(=O)(=O)C)=O)C(=O)O)CCO (4R,5S,6S)-3-((3S,5S)-5-((2-Aminoethyl)(2-hydroxyethyl)carbamoyl)pyrrolidin-3-ylthio)-4-methyl-6-((R)-1-(methylsulfonamido)ethyl)-7-oxo-1-azabicyclo[3.2.0]hept-2-ene-2-carboxylic acid